(1S,2S)-N-[7-chloro-6-[4-((R)-3-methyltetrahydrofuran-3-yl)piperazin-4-ium-1-yl]-3-isoquinolyl]-2-[1-methyl-5-(trifluoromethyl)pyrazol-4-yl]cyclopropanecarboxamide ClC1=C(C=C2C=C(N=CC2=C1)NC(=O)[C@@H]1[C@H](C1)C=1C=NN(C1C(F)(F)F)C)N1CC[NH+](CC1)[C@]1(COCC1)C